C(C)OC(CCCOC=1C2=C(C=3N=C(C(N(C3C1)C(C)=O)=O)CC1=CC=CC=C1)C=CC=C2)=O 4-((4-acetyl-2-benzyl-3-oxo-3,4-dihydrobenzo[f]quinoxalin-6-yl)oxy)butanoic acid ethyl ester